2-benzylthio-4,6-bis(trichloromethyl)-s-triazine C(C1=CC=CC=C1)SC1=NC(=NC(=N1)C(Cl)(Cl)Cl)C(Cl)(Cl)Cl